C(#N)C(C)(C)C1=NN=C(O1)C1=CC2=C(C(C[C@@H](C(N2CC2=CC=C(C=C2)OC2=CC=CC=C2)=O)NC(OC(C)(C)C)=O)(F)F)C=C1F tert-butyl N-[(3S)-8-[5-(1-cyano-1-methyl-ethyl)-1,3,4-oxadiazol-2-yl]-5,5,7-trifluoro-2-oxo-1-[(4-phenoxyphenyl)methyl]-3,4-dihydro-1-benzazepin-3-yl]carbamate